N-[[6-(1,8-naphthyridine-2-carbonyl)-6-azaspiro[2.5]octan-2-yl]methyl]furo[2,3-c]pyridine-2-carboxamide N1=C(C=CC2=CC=CN=C12)C(=O)N1CCC2(C(C2)CNC(=O)C2=CC=3C(=CN=CC3)O2)CC1